C(C)(C)(C)OC(=O)C1=C(COCC2CN(CC23CN(C3)C(=O)C3(CC3)C(F)(F)F)C(=O)OCC=C)C=CC=C1C1CCC(CC1)C(F)(F)F allyl 8-(((2-(tert-butoxycarbonyl)-3-(4-(trifluoromethyl)cyclohexyl)benzyl)oxy)methyl)-2-(1-(trifluoromethyl)cyclopropane-1-carbonyl)-2,6-diazaspiro[3.4]octane-6-carboxylate